1-cyclopropyl-N-methyl-methanamine HCl salt Cl.C1(CC1)CNC